7-chloro-6-(3-fluoro-2-pyridinyl)-4-methyl-8-(trifluoromethyl)-4H-imidazo[1,2-a][1,4]benzodiazepine-1-Yl-methoxy-monosilane ClC1=C(C=CC2=C1C(=NC(C=1N2C(=CN1)[SiH2]OC)C)C1=NC=CC=C1F)C(F)(F)F